C[Si](OCC=C)(C)C 3-(trimethylsiloxy)propylene